benzo[d]Oxazol-2(3H)-one O1C(NC2=C1C=CC=C2)=O